FC(CCC1(NC=C(C=C1)NC1=C(C=CC=C1)[N+](=O)[O-])N)F 2-(3,3-difluoropropyl)-N5-(2-nitrophenyl)pyridine-2,5-diamine